8-((2-(2,6-dioxopiperidin-3-yl)-3-oxoisoindolin-5-yl)oxy)octanoic acid tert-butyl ester C(C)(C)(C)OC(CCCCCCCOC=1C=C2C(N(CC2=CC1)C1C(NC(CC1)=O)=O)=O)=O